2-(6-{5-chloro-2-[(oxacyclohex-4-yl)amino]pyrimidin-4-yl}-1-oxo-2,3-dihydro-1H-isoindol-2-yl)-N-[3,3-difluoro-1-(hydroxymethyl)cyclobutyl]acetamide ClC=1C(=NC(=NC1)NC1CCOCC1)C1=CC=C2CN(C(C2=C1)=O)CC(=O)NC1(CC(C1)(F)F)CO